9-(4-(4-(3-bromophenyl)-6-phenyl-1,3,5-triazin-2-yl)phenyl)-9H-carbazole BrC=1C=C(C=CC1)C1=NC(=NC(=N1)C1=CC=CC=C1)C1=CC=C(C=C1)N1C2=CC=CC=C2C=2C=CC=CC12